1-({1-[4-(2,3-dihydro-1,4-benzodioxin-2-yl)benzyl]piperidin-3-yl}methyl)pyrrolidin-2-one O1C(COC2=C1C=CC=C2)C2=CC=C(CN1CC(CCC1)CN1C(CCC1)=O)C=C2